O[C@]1(C[C@H](CCC1)N1N=C2C=C(C(=CC2=C1)C(=O)O)OC)C |r| rac-2-((1S,3R)-3-hydroxy-3-methylcyclohexyl)-6-methoxy-2H-indazole-5-carboxylic acid